C[C@@H]1CC[C@@]23CO[C@]4([C@@H]2[C@H]1C)C=C[C@@H]5[C@]6(CC[C@@H](C([C@@H]6CC[C@]5([C@@]4(C[C@H]3O)C)C)(C)C)O[C@H]7[C@@H]([C@H]([C@H]([C@H](O7)C)O)O)O[C@H]8[C@@H]([C@H]([C@@H]([C@H](O8)CO)O)O)O[C@H]9[C@@H]([C@H]([C@@H](CO9)O)O)O)C The molecule is a triterpenoid saponin that consists of urs-11-ene substituted by an epoxy group across positions 13 and 28, a hydroxy group at position 16 and a beta-yl beta-D-xylopyranosyl-(1->2)-beta-D-glucopyranosyl-(1->2)-beta-D-fucopyranosyloxy residue at position 3 (the 3beta,16alpha stereoisomer). Isolated from the fruits of Bupleurum rotundifolium, it exhibits antiproliferative activity against cancer cells. It has a role as an antineoplastic agent and a plant metabolite. It is a bridged compound, a cyclic ether, a hexacyclic triterpenoid, a trisaccharide derivative and a triterpenoid saponin. It derives from a hydride of an ursane.